2-Methyl-1,3-dioxolane-2-ethanol CC1(OCCO1)CCO